dimethyl trisulphide CSSSC